BrC=1N=C(N(C1)CC1=CC(=CC(=C1)F)F)C(F)F 4-bromo-1-(3,5-difluorobenzyl)-2-(difluoromethyl)-1H-imidazole